N-((1S,3r)-3-(5-(5-ethoxypyridin-2-yl)-4-(2-fluorophenyl)-4H-1,2,4-triazol-3-yl)cyclobutyl)-1H-indazole-7-carboxamide C(C)OC=1C=CC(=NC1)C=1N(C(=NN1)C1CC(C1)NC(=O)C=1C=CC=C2C=NNC12)C1=C(C=CC=C1)F